Dextrose Monohydrate O.O=C[C@H](O)[C@@H](O)[C@H](O)[C@H](O)CO